5-(2-(3-methoxy-5-(trifluoromethyl)phenylamino)-5-nitropyrimidin-4-ylamino)benzo[d]oxazol-2(3H)-one trifluoroacetate salt FC(C(=O)O)(F)F.COC=1C=C(C=C(C1)C(F)(F)F)NC1=NC=C(C(=N1)NC=1C=CC2=C(NC(O2)=O)C1)[N+](=O)[O-]